(S)-methylaminophenylpropanol tert-butyl-(S)-1-(((R)-tert-butylsulfinyl)amino)-6-methoxy-1,3-dihydrospiro[indene-2,4'-piperidine]-1'-carboxylate C(C)(C)(C)[C@H]1N(CCC2(C1)C(C1=CC(=CC=C1C2)OC)N[S@](=O)C(C)(C)C)C(=O)O[C@@](CC)(C2=CC=CC=C2)NC